C(\C=C\C(=O)OC)(=O)OCCl chloromethyl monomethyl fumarate